ClC=1C=CC(=C(C1)NC(C(=O)N[C@H](C(=O)NC=1C=C2C=C(NC2=CC1)C(=O)OC(C)(C)C)CC1=CC=C(C=C1)NC(=O)NC(C)(CCO)C)=O)N1N=NN=C1 tert-butyl (S)-5-(2-(2-((5-chloro-2-(1H-tetrazol-1-yl) phenyl) amino)-2-oxoacetamido)-3-(4-(3-(4-hydroxy-2-methylbutan-2-yl) ureido) phenyl) propionamido)-1H-indole-2-carboxylate